4-(2-(2,2-dioxidobenzo[c][1,2,5]thiadiazol-1(3H)-yl)acetamido)adamantane-1-carboxamide O=S1(N(C2=C(N1)C=CC=C2)CC(=O)NC2C1CC3(CC(CC2C3)C1)C(=O)N)=O